Tert-butyldimethyl((3-methylbenzofuran-2-yl)methoxy)silane C(C)(C)(C)[Si](OCC=1OC2=C(C1C)C=CC=C2)(C)C